4-((5-methylthiazol-2-yl)oxy)benzonitrile CC1=CN=C(S1)OC1=CC=C(C#N)C=C1